3-Amino-8-(6-fluoro-3-methyl-2-oxo-2,3-dihydrobenzo[d]Azol-7-yl)-N-propylimidazo[1,2-a]pyridine-2-carboxamide NC1=C(N=C2N1C=CC=C2C2=C(C=CC=1C(C(NC12)=O)C)F)C(=O)NCCC